3-bromo-2'-(3-(dimethylcarbamoyl)-2-fluorophenyl)-5',6-dimethyl-2-oxo-2H-[1,4'-bipyridin]-4-yl trifluoromethanesulfonate FC(S(=O)(=O)OC1=C(C(N(C(=C1)C)C1=CC(=NC=C1C)C1=C(C(=CC=C1)C(N(C)C)=O)F)=O)Br)(F)F